4-(2-morpholino-9-phenyl-9H-purin-6-yl)-2,3-dihydro-1H-pyrrole-1-carboxylic acid tert-butyl ester C(C)(C)(C)OC(=O)N1CCC(=C1)C1=C2N=CN(C2=NC(=N1)N1CCOCC1)C1=CC=CC=C1